CC1=CC=C(C=C1)S(=O)(=O)O\N=C/1\CC2(CCOCC2)OC2=CC(=CC=C12)Br (Z)-7-bromo-2',3',5',6'-tetrahydrospiro[chromane-2,4'-pyran]-4-one O-p-toluenesulfonyl oxime